1-(2-(3-(1-(3',4'-difluoro-[1,1'-biphenyl]-3-carbonyl)piperidin-3-yl)phenoxy)-2-methylpropanoyl)piperazine FC=1C=C(C=CC1F)C1=CC(=CC=C1)C(=O)N1CC(CCC1)C=1C=C(OC(C(=O)N2CCNCC2)(C)C)C=CC1